C1(CC1)C1=C(C=C(C(=C1)CN1CCC2(CN(C(O2)=O)C2=CC=C(C=C2)CNC[C@@H]([C@H]([C@@H]([C@@H](CO)O)O)O)O)CC1)OCC)C1=CC=C(C=C1)F 8-((2-cyclopropyl-5-ethoxy-4'-fluoro-[1,1'-biphenyl]-4-yl)methyl)-3-(4-((((2S,3R,4R,5R)-2,3,4,5,6-pentahydroxyhexyl)amino)methyl)phenyl)-1-oxa-3,8-diazaspiro[4.5]decan-2-one